2-((2-oxaspiro[3.3]heptan-6-yl)amino)-8-(3-(4-acryloylpiperazin-1-yl)propyl)-6-(2-chloro-3,5-dimethoxyphenyl)pyrido[2,3-d]pyrimidin-7(8H)-one C1OCC12CC(C2)NC=2N=CC1=C(N2)N(C(C(=C1)C1=C(C(=CC(=C1)OC)OC)Cl)=O)CCCN1CCN(CC1)C(C=C)=O